CC(C(C)O)(CCCCC)O 3-Methyloctan-2,3-diol